C1(=CC=C(C=C1)C=1OC2=C(N1)C(=CC(=C2)C=2C1=CC=CC=C1C=1C=CC=CC1C2)C2=CC(=CC=C2)C=2C=NC=CC2)C2=CC=CC=C2 2-(Biphenyl-4-yl)-6-(phenanthren-9-yl)-4-(3-pyridin-3-yl-phenyl)-benzoxazole